methyl 4-bromo-5'-methyl-2-oxo-2H-[1,3'-bipyridine]-6'-carboxylate BrC1=CC(N(C=C1)C=1C=NC(=C(C1)C)C(=O)OC)=O